ClCCCNC(CC1=CC=CC=C1)C N-(3-chloropropyl)-α-methylphenethylamine